9,9-bis(4-(2-hydroxyethoxy)phenyl)-1,8-bis(1-naphthyl)fluorene OCCOC1=CC=C(C=C1)C1(C2=C(C=CC=C2C=2C=CC=C(C12)C1=CC=CC2=CC=CC=C12)C1=CC=CC2=CC=CC=C12)C1=CC=C(C=C1)OCCO